O=C(CNC(C=C)=O)NC1=CC=CC=C1 N-(2-oxo-2-(phenylamino)ethyl)acrylamide